(R)-1-(3-(3-chloro-5-(2-thioxohexahydropyrimidin-5-yl)phenyl)morpholino)prop-2-en-1-one ClC=1C=C(C=C(C1)C1CNC(NC1)=S)[C@@H]1COCCN1C(C=C)=O